(1r,2'S,4S)-4-(3-chloroanilino)-2'-[(2R)-2-methyl-3-{[(5R)-5-(trifluoromethyl)-5,6,7,8-tetrahydroquinolin-4-yl]oxy}propyl]-2',3'-dihydrospiro[cyclohexane-1,1'-indene]-4-carboxylic acid ClC=1C=C(NC2(CCC3([C@H](CC4=CC=CC=C34)C[C@H](COC3=CC=NC=4CCC[C@H](C34)C(F)(F)F)C)CC2)C(=O)O)C=CC1